ClC=1C=CC(=C(C1)C1=CC(=C(N=N1)C1SCCC1)NC1=CC(=NC=C1)NC(CCN1CCN(CC1)C)=O)F N-(4-((6-(5-chloro-2-fluorophenyl)-3-(tetrahydrothiophen-2-yl)pyridazin-4-yl)amino)pyridin-2-yl)-3-(4-methylpiperazin-1-yl)propanamide